NC1=C(C(=NN1C1CCOCC1)C1=CC=C(C=C1)CNC(C1=C(C=CC=C1)OC)=O)C#N N-[[4-(5-Amino-4-cyano-1-tetrahydropyran-4-yl-pyrazol-3-yl)phenyl]methyl]-2-methoxy-benzamide